5-bromo-4-fluoroisoindolin-1-one BrC=1C(=C2CNC(C2=CC1)=O)F